C1(=CC=CC=C1)C1=CC2=C(SC3=C2C=C(C=C3)C3=CC=CC=C3)C(=C1)C=1C=C(C=CC1)C1=CC(=CC=C1)C1=CC=CC3=C2C=CC=CC2=C2C(C=4C(=NC=CN4)O2)=C13 (3'-[2,8-diphenyldibenzothiophen-4-yl]biphenyl-3-yl)phenanthro[9',10':4,5]Furo[2,3-b]pyrazine